O1COC2=C1C=CC(=C2)C=CC(=O)N(C2=CC=CC=C2)CCCSC 3-(1,3-benzodioxol-5-yl)-N-(3-methylsulfanylpropyl)-N-phenyl-prop-2-enamide